C(C)(C)(C)OC(=O)N1CCC(CC1)COCCC#N.C(C1=CC=CC=C1)O[C@@H]1[C@@H](N(C[C@@H]([C@H]1OCC1=CC=CC=C1)OCC1=CC=CC=C1)C[C@@H]1CNCCC1)COCC1=CC=CC=C1 (2S,3R,4R,5S)-3,4,5-tris(benzyloxy)-2-((benzyloxy)methyl)-1-((S)-piperidin-3-ylmethyl)piperidine Tert-butyl-4-(2-cyanoethoxymethyl)piperidine-1-carboxylate